2-(2,6-dioxopiperidin-3-yl)-N-(4-fluorobicyclo[2.2.2]octan-1-yl)-1-oxoisoindoline-5-carboxamide O=C1NC(CCC1N1C(C2=CC=C(C=C2C1)C(=O)NC12CCC(CC1)(CC2)F)=O)=O